1-methylcyclopropyl-3-methylimidazole iodonium salt [IH2+].CC1(CC1)C1=NC=CN1C